5-((3-(trifluoromethoxy)phenyl)ethynyl)-pyridine FC(OC=1C=C(C=CC1)C#CC=1C=CC=NC1)(F)F